Bis(4-hydroxyphenyl)methan OC1=CC=C(C=C1)CC1=CC=C(C=C1)O